(E)-4-(3'-methoxyphenyl)-2,2-difluoro-3-butenoic acid ethyl ester C(C)OC(C(\C=C\C1=CC(=CC=C1)OC)(F)F)=O